(S)-1-amino-1'-(5-((2-amino-3-chloropyridin-4-yl)thio)-3-(hydroxymethyl)pyrazin-2-yl)-1,3-dihydrospiro[inden-2,4'-piperidin]-6-ol N[C@@H]1C2=CC(=CC=C2CC12CCN(CC2)C2=NC=C(N=C2CO)SC2=C(C(=NC=C2)N)Cl)O